ClC1=CC2=C(C(=NNC2=O)C2=C(C=CC=C2C(C)C)C(C)C)N=C1C1=C(C=CC=C1)F 3-chloro-8-(2,6-diisopropylphenyl)-2-(2-fluorophenyl)pyrido[2,3-d]pyridazin-5(6H)-one